tert-butyl 4-(7-(2-((tert-butoxycarbonyl)amino)-7-fluorobenzo[d]thiazol-4-yl)-6-chloro-8-fluoro-2-(1-methylpiperidin-4-yl)quinazolin-4-yl)piperazine-1-carboxylate C(C)(C)(C)OC(=O)NC=1SC2=C(N1)C(=CC=C2F)C2=C(C=C1C(=NC(=NC1=C2F)C2CCN(CC2)C)N2CCN(CC2)C(=O)OC(C)(C)C)Cl